CC=1C=C(C=CC1)C#CC1=CC(=CC=C1)C 1,2-bis(3-methylphenyl)acetylene